ClC1=C(N=C(NC1=O)C1=CC=NC=C1)N1C(COCC1)CC(C)C 5-chloro-4-(3-isobutylmorpholin-4-yl)-2-(4-pyridinyl)-1H-pyrimidin-6-one